2,2-diphenyl-2,5,7-trihydro-7-methyliden-5-oxofuro-[3',4':3,4]naphtho[1,2-b]pyran C1(=CC=CC=C1)C1(C=CC2=C(O1)C1=CC=CC=C1C1=C2C(OC1=C)=O)C1=CC=CC=C1